(S)-1-[(S)-1-[(4-{2-[N-Methyl(benzyl)amino]-2-oxoethyl}-1-piperidyl)carbonyl]-3-methylbutyl]-3-isobutyl-2-piperazinone CN(C(CC1CCN(CC1)C(=O)[C@H](CC(C)C)N1C([C@@H](NCC1)CC(C)C)=O)=O)CC1=CC=CC=C1